(±)-(1S,2R,5R,6R)-2-((6-(5-(((isobutyl(methyl)carbamoyl)oxy)methyl)-1-methyl-1H-1,2,3-triazol-4-yl)pyridin-3-yl)oxy)bicyclo[3.1.0]hexane-6-carboxylic Acid C(C(C)C)N(C(=O)OCC1=C(N=NN1C)C1=CC=C(C=N1)O[C@H]1[C@@H]2[C@@H]([C@@H]2CC1)C(=O)O)C |r|